(S)-(-)-1-(4-methoxyphenyl)ethylamine C[C@@H](C1=CC=C(C=C1)OC)N